methacrylic acid 2-hydroxyethyl-methyl-methacrylate OCCC(=C(C(=O)O)C)C.C(C(=C)C)(=O)O